N-(2'-Amino-6-methoxy-6'-methyl-[2,4'-bipyridin]-5-yl)-5-methyl-3-phenylisoxazole-4-carboxamide NC1=NC(=CC(=C1)C1=NC(=C(C=C1)NC(=O)C=1C(=NOC1C)C1=CC=CC=C1)OC)C